3-(sec-butyl)-N-(1-(2-methoxyethyl)-1H-pyrazol-3-yl)-2-oxo-1,2,3,5-tetrahydro-4H-benzo[1,4]diazepine-4-carboxamide C(C)(CC)C1C(NC2=C(CN1C(=O)NC1=NN(C=C1)CCOC)C=CC=C2)=O